[C].[Na].C(CCCCCCCCCCC)C1=C(C=CC=C1)S(=O)(=O)O lauryl-benzenesulfonic acid sodium carbon